5-(8,11-Pentadecadienyl)-1,3-benzenediol C(CCCCCCC=CCC=CCCC)C=1C=C(C=C(C1)O)O